(S,Z)-3-chloro-N-((4-(1,2-dihydroxyethyl)-1-(4-(trifluoromethoxy)phenyl)-1H-pyrazolo[3,4-b]pyridin-3-yl)methyl)acrylamide Cl\C=C/C(=O)NCC1=NN(C2=NC=CC(=C21)[C@@H](CO)O)C2=CC=C(C=C2)OC(F)(F)F